dimethylsilyl(2-methylindenyl)(fluorenyl)zirconium C[SiH](C)[Zr](C1=CC=CC=2C3=CC=CC=C3CC12)C1C(=CC2=CC=CC=C12)C